C1(=CC=CC=C1)C1=CC=NC2=C3N=CC=C(C3=CC=C12)C1=CC=CC=C1.C1(=CC=CC=C1)C1=CC=NC2=C3N=CC=C(C3=CC=C12)C1=CC=CC=C1.C1(=CC=CC=C1)C1=CC=NC2=C3N=CC=C(C3=CC=C12)C1=CC=CC=C1.[Ru+2] ruthenium (II) tris(4,7-diphenyl-1,10-phenanthroline)